(R,Z)-4-(1-acetyl-4-(3-chloroacryloyl)piperazin-2-yl)-6-chloro-6'-fluoro-N-methyl-[2,4'-bipyridine]-2'-carboxamide C(C)(=O)N1[C@@H](CN(CC1)C(\C=C/Cl)=O)C1=CC(=NC(=C1)Cl)C1=CC(=NC(=C1)F)C(=O)NC